COC1=C(C=CC=C1)C[S@@](=O)C1=CC=CC=C1 (R)-1-methoxy-2-((phenylsulfinyl)methyl)benzene